5-(trans-2-(cyclobutylamino)cyclopropyl)-N-(tetrahydro-2H-pyran-4-yl)thiophene-3-carboxamide Hydrochloride Cl.C1(CCC1)N[C@H]1[C@@H](C1)C1=CC(=CS1)C(=O)NC1CCOCC1